4-[5-(2,6-dioxo-3-piperidinyl)-2-pyridinyl]-6-hydroxy-1,4-diazacycloheptane-1-carboxylic acid tert-butyl ester C(C)(C)(C)OC(=O)N1CCN(CC(C1)O)C1=NC=C(C=C1)C1C(NC(CC1)=O)=O